N1(CCNCC1)C1=CC=C(C=C1)C1=CC=2N(N=C1C#N)C(=CN2)C2=CC=NC1=CC=CC=C21 7-(4-(piperazin-1-yl)phenyl)-3-(quinolin-4-yl)imidazo[1,2-b]pyridazine-6-carbonitrile